4-Nitrophenyl (4S,8S)-2-[(methylcarbamoyl)amino]-4,7,8,9-tetrahydro-5H-4,8-epiminooxocino[5,4-d][1,3]thiazole-10-carboxylate CNC(=O)NC=1SC2=C(N1)C[C@H]1COC[C@@H]2N1C(=O)OC1=CC=C(C=C1)[N+](=O)[O-]